tert-butyl 9'-(2-chloro-4-phenoxybenzoyl)-3'-oxo-1',3',4',7'-tetrahydrospiro[azetidine-3,2'-pyrrolo[3',2':5,6]pyrido[3,4-b]pyrazine]-1-carboxylate ClC1=C(C(=O)C2=CNC3=C2C2=C(NC(C4(N2)CN(C4)C(=O)OC(C)(C)C)=O)C=N3)C=CC(=C1)OC1=CC=CC=C1